BrC=1C=C2N(CCN(C2=O)[C@@H](CC(=O)OCC)C2=CC(=C(C=C2)OC)F)C1 Ethyl (S)-3-(7-bromo-1-oxo-3,4-dihydropyrrolo[1,2-a]pyrazin-2(1H)-yl)-3-(3-fluoro-4-methoxyphenyl)propanoate